2-(3-aminophenyl)-2-propanol NC=1C=C(C=CC1)C(C)(C)O